FC1=CC=C(C[NH-])C=C1 4-fluorobenzylamid